tert-butyl 3',7'-dioxa-10',11'-dicobaltaspiro[azetidine-3,5-tetracyclo[7.2.0.01,10.09,11]undecane]-1-carboxylate C123COCC4(COCC35[Co]1[Co]52)CN(C4)C(=O)OC(C)(C)C